The molecule is a 1-acyl-sn-glycero-3-phosphoethanolamine in which the acyl group is specified as 8Z,11Z,14Z,17Z-eicosapentaenoyl (omega-3-arachidonoyl). It has a role as a metabolite. It is a 1-acyl-sn-glycero-3-phosphoethanolamine and a lysophosphatidylethanolamine 20:4. It derives from an all-cis-8,11,14,17-icosatetraenoic acid. CC/C=C\\C/C=C\\C/C=C\\C/C=C\\CCCCCCC(=O)OC[C@H](COP(=O)(O)OCCN)O